COC1C2C=CC(C1)C2 5-methoxy-bicyclo[2.2.1]hept-2-ene